B(O)(O)O.C(C(=O)O)(=O)O (oxalic acid) borate